7-chloro-kynurenic acid C1=CC2=C(C=C1Cl)NC(=CC2=O)C(=O)O